(6-methylpyridazin-4-yl)boronic acid CC1=CC(=CN=N1)B(O)O